OC1=C(C=C(C=C1)C1=NC(=NC(=C1)C1=CC=CC=C1)C1=NC(=CC(=N1)C1=CC(=C(C=C1)O)C)C1=CC=CC=C1)C 4,4'-bis(4-hydroxy-3-methylphenyl)-6,6'-diphenyl-2,2'-bipyrimidine